COCCCOC1=CC2=C(C=3N(C(O2)C2=C(C=CC=C2)C(F)(F)F)C=C(C(C3)=O)C(=O)O)C=3CC(OC31)(C)C 4-(3-methoxypropoxy)-2,2-dimethyl-11-oxo-7-(2-(trifluoromethyl)phenyl)-1,2,7,11-tetrahydrobenzofuro[4,5-e]pyrido[1,2-c][1,3]oxazine-10-carboxylic acid